methyl-[5,7-difluoro-2-(4-fluorophenyl)-1H-indol-3-yl] propionate C(CC)(=O)OC1=C(N(C2=C(C=C(C=C12)F)F)C)C1=CC=C(C=C1)F